decalindione C1CCC2C(C1)CCC(=O)C2=O